1,2,4-triazabutadiene N=NC=N